COC1=CC=C(OC=2C=C(C(=CC2OC2=CC=C(C=C2)OC)C#N)C#N)C=C1 4,5-bis(4-methoxyphenoxy)benzene-1,2-dinitrile